4-bromo-N,N-bis(4-methoxybenzyl)-3,6-dimethylpyridin-2-amine BrC1=C(C(=NC(=C1)C)N(CC1=CC=C(C=C1)OC)CC1=CC=C(C=C1)OC)C